1-[bis(dimethylamino)methylene]hydrazine CN(C)C(=NN)N(C)C